Thiazol-2-ylbis(4-chlorophenyl)phosphine oxide S1C(=NC=C1)P(C1=CC=C(C=C1)Cl)(C1=CC=C(C=C1)Cl)=O